3-(6-((4-(2-(4-chlorophenyl)-2-methylbenzo[d][1,3]dioxol-4-yl)piperidin-1-yl)methyl)-5-methylpyridin-3-yl)-5-(trifluoromethyl)-1,2,4-oxadiazole ClC1=CC=C(C=C1)C1(OC2=C(O1)C=CC=C2C2CCN(CC2)CC2=C(C=C(C=N2)C2=NOC(=N2)C(F)(F)F)C)C